3,5-dibromo-2,4-dioxo-pentanoic acid ethyl ester C(C)OC(C(C(C(CBr)=O)Br)=O)=O